trichloroethylene N,N-bis-(2-hydroxyethyl)aminoxide OCCN([O-])CCO.ClC=C(Cl)Cl